CC=1C=C2C=C(N(C2=CC1OCC=1N=CSC1)S(=O)(=O)C1=CC=C(C)C=C1)CNC(C)=O N-((5-methyl-6-(thiazol-4-ylmethoxy)-1-tosyl-1H-indol-2-yl)methyl)acetamide